O1CN(C=C1)OC1=CC(=CC2=C1N=CS2)C(=O)O 4-[(3R)-Oxazol-3-yloxy]-1,3-benzothiazole-6-carboxylic acid